6-(4-chloro-3-fluorophenyl)-6-methyl-3-(3-(pyridin-4-yl)-1-((2-(trimethylsilyl)ethoxy)methyl)-1H-pyrazol-5-yl)-1,3-oxazinan-2-one ClC1=C(C=C(C=C1)C1(CCN(C(O1)=O)C1=CC(=NN1COCC[Si](C)(C)C)C1=CC=NC=C1)C)F